O=C1N(CC2=CC(=CC=C12)C1=NC=CC(=C1)CNCC=1N=C(SC1)C1=CC=CC=C1)C1C(NC(CC1)=O)=O 3-(1-oxo-5-(4-((((2-phenylthiazol-4-yl)methyl)amino)methyl)pyridin-2-yl)isoindolin-2-yl)piperidine-2,6-dione